2-(5-(3-chloro-4-cyclopropylphenyl)-2,3-dihydro-1H-inden-1-yl)-2-azaspiro[3.3]heptane-6-carboxylic acid ClC=1C=C(C=CC1C1CC1)C=1C=C2CCC(C2=CC1)N1CC2(C1)CC(C2)C(=O)O